CNCC1=NC=CC2=C1CNC2=O 4-((Methylamino)methyl)-2,3-dihydro-1H-pyrrolo[3,4-c]pyridin-1-one